2-(bromomethyl)isonicotinic acid BrCC=1C=C(C(=O)O)C=CN1